5,5'-methylenebis(2-aminobenzoic acid) C(C=1C=CC(=C(C(=O)O)C1)N)C=1C=CC(=C(C(=O)O)C1)N